COC1CN(C1)C(=O)O[C@@H]1CC[C@H](CC1)C(N(CC12CCC(CC1)(CC2)C2=CC(=C(C=C2)OC)C)C2=NC=CC(=C2)C=2C=NN(C2)C(C)C)=O 4-((4-(1-Isopropyl-1H-pyrazol-4-yl)pyridin-2-yl)((4-(4-methoxy-3-methylphenyl)bicyclo[2.2.2]octan-1-yl)methyl)carbamoyl)(trans-cyclohexyl) 3-methoxyazetidine-1-carboxylate